(4-(morpholine-4-carbonyl)phenyl)acetylene N1(CCOCC1)C(=O)C1=CC=C(C=C1)C#C